N,N'-di(p-tert-butylbenzenesulfonyl)-ornithine C(C)(C)(C)C1=CC=C(C=C1)S(=O)(=O)N[C@@H](CCCNS(=O)(=O)C1=CC=C(C=C1)C(C)(C)C)C(=O)O